(E)-N'-((1-hydroxynaphthalen-2-yl)methylene)-3-oxo-3H-benzo[f]chromene-2-hydrazide OC1=C(C=CC2=CC=CC=C12)\C=N\NC(=O)C=1C(OC=2C=CC3=C(C2C1)C=CC=C3)=O